5-bromo-7-iodo-3,3-dimethylindolin-2-one BrC=1C=C2C(C(NC2=C(C1)I)=O)(C)C